6-fluoro-1-(4-methoxybenzyl)-quinolin-2-one FC=1C=C2C=CC(N(C2=CC1)CC1=CC=C(C=C1)OC)=O